C(#N)CCN(C1=CC=CC=C1)C=CC N-cyanoethyl-N-propenyl-aniline